C(=O)(OC(C)(C)C)NC[B-](F)(F)F.[K+] potassium (N-Boc-aminomethyl)trifluoroborate